ClC=1C(=NC(=NC1)NC=1C=NN(C1)C1CCNCC1)C1=CC=C(C(=O)N[C@@H](CC)C#N)C=C1 (S)-4-(5-chloro-2-((1-(piperidin-4-yl)-1H-pyrazol-4-yl)amino)pyrimidin-4-yl)-N-(1-cyanopropyl)benzamide